CN(C(C[SiH](OCC)OCC)C)C 2-dimethylaminopropyl-diethoxysilane